2-(2-fluoro-3-methoxy-6-methylphenyl)-4,4,5,5-tetramethyl-1,3,2-dioxaborolane FC1=C(C(=CC=C1OC)C)B1OC(C(O1)(C)C)(C)C